C1(CC1)C=1NC2=C(C=CC=C2C1C=O)F 2-CYCLOPROPYL-7-FLUORO-1H-INDOLE-3-CARBOXALDEHYDE